tert-butyl 2-(4-((3-chloro-2-fluorophenyl)amino)pyrido[3,2-d]pyrimidin-6-yl)-2,6-diazaspiro[3.5]nonane-6-carboxylate ClC=1C(=C(C=CC1)NC=1C2=C(N=CN1)C=CC(=N2)N2CC1(C2)CN(CCC1)C(=O)OC(C)(C)C)F